C(C)(C)(C)OC(=O)N1CC(CC1)C(=O)O 1-tert-butoxycarbonylpyrrolidine-3-carboxylic acid